tert-butyl 3-((2-((4-(N,N-dimethylsulfamoyl)phenyl)sulfonamido)phenyl)(methyl)amino)pyrrolidine-1-carboxylate CN(S(=O)(=O)C1=CC=C(C=C1)S(=O)(=O)NC1=C(C=CC=C1)N(C1CN(CC1)C(=O)OC(C)(C)C)C)C